4-(N-methyl-N-(3-L-phenylglycinamido-4-methoxyphenyl)-amino)coumarin CN(C1=CC(=C(C=C1)OC)NC([C@@H](N)C1=CC=CC=C1)=O)C1=CC(OC2=CC=CC=C12)=O